COC1=CC=C(C=C1)CNC 1-(4-methoxyphenyl)-N-methylmethanamine